(S)-5-((((2'-(2-chloro-3-((3-fluoro-4-((((S)-2-hydroxypropyl)amino)methyl)pyridin-2-yl)amino)phenyl)-6-methoxy-3'-methyl-[2,4'-bipyridin]-5-yl)methyl)amino)methyl)pyrrolidin-2-one ClC1=C(C=CC=C1NC1=NC=CC(=C1F)CNC[C@H](C)O)C1=NC=CC(=C1C)C1=NC(=C(C=C1)CNC[C@@H]1CCC(N1)=O)OC